4-oxo-3-phenyl-3,4-dihydrophthalazin O=C1N(N=CC2=CC=CC=C12)C1=CC=CC=C1